C1(=CC(=CC=C1)O)O cyclohexa-1,3,5-triene-1,3-diol